C(#C)C1=CC(=C(C=C1)C1=NN=C(C2=CC=CC=C12)N[C@H]1C[C@H](C1)C)F (cis)-3-((4-(4-ethynyl-2-fluorophenyl)phthalazin-1-yl)amino)-1-methylcyclobutane